N-(6-(2-methylthiazol-5-yl)isoquinolin-3-yl)-2-morpholinylacetamide CC=1SC(=CN1)C=1C=C2C=C(N=CC2=CC1)NC(CN1CCOCC1)=O